Dimethyl dithiobispropionimidate COC(=N)CCSSCCC(=N)OC